C(C1=CC=CC=C1)OC=1C(=CC2=C(C(=CC=C2C1)OC)Cl)C(=O)O 3-(benzyloxy)-8-chloro-7-methoxynaphthalene-2-carboxylic acid